ethylene-bis(N-methyl-stearamide) C(CC(C(=O)NC)CCCCCCCCCCCCCCCC)C(C(=O)NC)CCCCCCCCCCCCCCCC